1-[(2-Isopropylisoindolin-5-yl)methyl]triazole-4-carboxylic acid lithium salt [Li+].C(C)(C)N1CC2=CC=C(C=C2C1)CN1N=NC(=C1)C(=O)[O-]